(S)-N-ethyl-1-(4-(4-isopropyl-5-(8-methyl-[1,2,4]triazolo[1,5-a]pyridin-6-yl)-1H-pyrazol-3-yl)phenyl)ethan-1-amine C(C)N[C@@H](C)C1=CC=C(C=C1)C1=NNC(=C1C(C)C)C=1C=C(C=2N(C1)N=CN2)C